C(C)OC(CC1(C(=NNC1=O)C)N(O)C(=O)OC(C)(C)C)=O (4-{[(tert-butoxy)carbonyl](hydroxy)amino}-3-methyl-5-oxo-4,5-dihydro-1H-pyrazol-4-yl)acetic acid ethyl ester